NC=1C=NN(C1C1=CC(=NC=C1)[C@H](CC=C)NC(OC(C)(C)C)=O)CCO[Si](C)(C)C(C)(C)C (S)-tert-butyl (1-(4-(4-amino-1-(2-((tert-butyldimethylsilyl)oxy)ethyl)-1H-pyrazol-5-yl)pyridin-2-yl)but-3-en-1-yl)carbamate